methyl (2S)-2-amino-3-methylpentanoate N[C@H](C(=O)OC)C(CC)C